1-methyl-1H-indol CN1C=CC2=CC=CC=C12